ClC1=CC=C2C(=CNC2=C1C1=NN(C=C1)C)S(=O)(=O)NC1=NC(=C(C(=N1)OC)OC(F)F)OC 6-chloro-N-[5-(difluoromethoxy)-4,6-dimethoxy-pyrimidin-2-yl]-7-(1-methylpyrazol-3-yl)-1H-indole-3-sulfonic acid amide